BrC1=CC(=C(C(=C1C(=O)C1=CC=C(C=C1)C(C)C)OC)OC)OC (6-bromo-2,3,4-trimethoxyphenyl)(4-isopropylphenyl)methanone